C(=O)(C=C)C=1NC2=C(C=CC1)C=CC=C2 acryl-benzoazepine